ClC=1C=C(C=C2C=C(N=CC12)NC(=O)[C@H]1[C@@H](C1)C#N)N1C(N(C2=C1C=CC=C2)C)=O |r| (±)-trans-N-[8-chloro-6-(3-methyl-2-oxo-benzimidazol-1-yl)-3-isoquinolyl]-2-cyano-cyclopropanecarboxamide